5-(1,3-benzothiazol-2-yl)-N-[4-(difluoromethoxy)-2,5-difluorophenyl]-1H-pyrrole-3-sulfonamide S1C(=NC2=C1C=CC=C2)C2=CC(=CN2)S(=O)(=O)NC2=C(C=C(C(=C2)F)OC(F)F)F